O=C1NC(CCC1C=1C=CC(=NC1)N1CCN(CC1)CC(=O)N1CCC(CC1)C(=O)O)=O 1-(2-(4-(5-(2,6-dioxopiperidin-3-yl)pyridin-2-yl)piperazin-1-yl)acetyl)piperidine-4-carboxylic acid